(Biphenyl-3-yl)-4-(4-methoxyphenyl)pyrrolidine-3-carboxamide hydrochloride Cl.C1(=CC(=CC=C1)N1CC(C(C1)C1=CC=C(C=C1)OC)C(=O)N)C1=CC=CC=C1